2-(3,5-dichloro-4-((5-isopropyl-6-oxo-1,6-dihydropyridazin-3-yl)oxy)phenyl)-6-(trifluoromethyl)-1,2,4-triazine-3,5(2h,4h)-dione ClC=1C=C(C=C(C1OC1=NNC(C(=C1)C(C)C)=O)Cl)N1N=C(C(NC1=O)=O)C(F)(F)F